1-(tert-butyl)-3-((2R)-2-methyl-3-oxo-4-(1-(4-(trifluoromethyl)pyrimidin-2-yl)ethyl)-3,4-dihydro-2H-benzo[b][1,4]oxazin-7-yl)urea C(C)(C)(C)NC(=O)NC=1C=CC2=C(O[C@@H](C(N2C(C)C2=NC=CC(=N2)C(F)(F)F)=O)C)C1